ClC=1C(=CC(=C(C1)N1C(C=CC2=CC(=CC=C12)S(=O)(=O)N(CC1=CC=C(C=C1)OC)C1=NOC=C1)=O)OC)C=C (P)-1-(5-chloro-2-methoxy-4-vinylphenyl)-N-(isoxazol-3-yl)-N-(4-methoxybenzyl)-2-oxo-1,2-dihydroquinoline-6-sulfonamide